N-(2,4,5-trifluorophenyl)trimethylacetamide FC1=C(C=C(C(=C1)F)F)NC(C(C)(C)C)=O